diethyl 2,5-diamino-3,4-thiophenedicarboxylate 6-benzyl-1,3-bis(4-fluorophenyl)-8-methyl-2,4,7-trioxo-1,2,3,4,7,8-hexahydropyrido[2,3-d]pyrimidin-5-yl-p-methylbenzenesulfonate C(C1=CC=CC=C1)C1=C(C2=C(N(C(N(C2=O)C2=CC=C(C=C2)F)=O)C2=CC=C(C=C2)F)N(C1=O)C)OS(=O)(=O)C1=CC=C(C=C1)C.NC=1SC(=C(C1C(=O)OCC)C(=O)OCC)N